CN(C=1C=C(OCC2CCC(O2)C(=O)O)C=CC1)C 5-[3-(DIMETHYLAMINO)PHENOXYMETHYL]OXOLANE-2-CARBOXYLIC ACID